N1C=CC2=C(C=CC=C12)OC(C(=O)OC)(C)C methyl 2-(indol-4-yloxy)-2-methylpropionate